ClC=1C(=NC=CC1)C(=O)NC1(CCN(CC1)C1=NC=C(C=C1)C=1C=2N(C=C(C1)C#CC(C)(C)O)N=CC2C#N)C 3-Chloro-N-(1-(5-(3-cyano-6-(3-hydroxy-3-methylbut-1-yn-1-yl)pyrazolo[1,5-a]pyridine-4-yl)pyridin-2-yl)-4-methylpiperidin-4-yl)picolinamide